tert-butyl (2-((1-(4-((S)-2-((S)-2-amino-3-methylbutanamido)-5-ureidopentanamido)-2-(ethoxymethyl)-1H-imidazo[4,5-c]quinolin-1-yl)-2-methylpropan-2-yl)oxy)ethyl)carbamate N[C@H](C(=O)N[C@H](C(=O)NC1=NC=2C=CC=CC2C2=C1N=C(N2CC(C)(C)OCCNC(OC(C)(C)C)=O)COCC)CCCNC(=O)N)C(C)C